C(C)(C)(C)OC(=O)N1CC2=C(CC1)SC(=N2)C2=C(C(=CC=C2)Br)C 2-(3-bromo-2-methylphenyl)-6,7-dihydrothiazolo[4,5-c]pyridine-5(4H)-carboxylic acid tert-butyl ester